C(#N)C(=C1C=C(OC(=C1)C=CC1=CC=C(C=C1)N(C)C)C=CC1=CC=C(C=C1)N(C)C)C#N 4-(dicyanomethylene)-2,6-bis[p-(dimethylamino)styryl]-4H-pyran